ClC1=C(C=C2C=C(N=CC2=C1)NC(=O)[C@@H]1[C@H]([C@H]1C=1C=NN(C1)C)CC)[C@@H]1CC[C@@H](CC1)N1CC(C1)F (1R,2S,3R)-N-(7-chloro-6-(cis-4-(3-fluoroazetidin-1-yl)cyclohexyl)isoquinolin-3-yl)-2-ethyl-3-(1-methyl-1H-pyrazol-4-yl)cyclopropane-1-carboxamide